ClC=1C(=C(C=C(C1)F)[C@H](C)NC([C@@H](CNC(OC(C)(C)C)=O)O)=O)COC=1C=CC=C2C(=CC(=NC12)C)N1N=CC(=C1)F tert-butyl (R)-3-((S)-1-(3-chloro-5-fluoro-2-((4-(4-fluoro-1H-pyrazol-1-yl)-2-methylquinolin-8-yloxy)methyl)phenyl)ethylamino)-2-hydroxy-3-oxopropylcarbamate